O[C@H](CN1C=NC2=C(C1=O)C(=C(C(N2C)=O)F)NC2=C(C=C(C=C2)I)F)CO (R)-3-(2,3-dihydroxypropyl)-6-fluoro-5-((2-fluoro-4-iodophenyl)amino)-8-methylpyrido[2,3-d]pyrimidine-4,7(3H,8H)-dione